[N+](=O)([O-])C=1C(=C2C(=NC1)C=CS2)NCC2CCN(CC2)C(=O)OC(C)(C)C tert-butyl 4-(((6-nitrothieno[3,2-b]pyridin-7-yl)amino)methyl)piperidine-1-carboxylate